4-[[(7R)-8-cyclopentyl-7-ethyl-5-methyl-6-oxo-7H-pteridin-2-yl]amino]-3-methoxy-N-(4-piperidyl)benzamide C1(CCCC1)N1[C@@H](C(N(C=2C=NC(=NC12)NC1=C(C=C(C(=O)NC2CCNCC2)C=C1)OC)C)=O)CC